5-(Benzylmethoxy)-4-methyl-[3,4'-bipyridine]-6-carbonitrile C(C1=CC=CC=C1)COC=1C(=C(C=NC1C#N)C1=CC=NC=C1)C